C12(CC3CC(CC(C1)C3)C2)NCCCCCCCNC=2C=C3C(N(C(C3=CC2)=O)C2C(NC(CC2)=O)=O)=O 5-((7-((adamantan-1-yl)amino)heptyl)amino)-2-(2,6-dioxopiperidin-3-yl)isoindoline-1,3-dione